ClC1=C(C=C(C=C1)C1=NN(C(=N1)CC(=O)N[C@H]1CCC2=CC=CC=C12)C)OC(C)C 2-[3-(4-Chloro-3-isopropyloxyphenyl)-1-methyl-1H-1,2,4-triazol-5-yl]-N-[(1S)-2,3-dihydro-1H-inden-1-yl]acetamid